BrCC1=CC(=C2CCN(C(C2=C1)=O)[C@H](C1=NC=CC(=C1)OC)C1CC1)C=1C(=NN(C1)C)C(F)(F)F (S)-7-(bromomethyl)-2-(cyclopropyl-(4-methoxypyridin-2-yl)methyl)-5-(1-methyl-3-(trifluoromethyl)-1H-pyrazol-4-yl)-3,4-dihydroisoquinolin-1(2H)-one